C1(=CC=CC=C1)C1=NC(=NC(=C1)C1=CC=CC=C1)C1=CC(=C(C#N)C(=C1)N1C2=C(C=3C=CC=CC13)N=CC=C2)N2C1=C(C=3C=CC=CC23)N=CC=C1 4-(4,6-diphenylpyrimidin-2-yl)-2,6-bis(5H-pyrido[3,2-b]indol-5-yl)benzonitrile